2,6-bis(4-hydroxyphenoxy)-4'-(2,3,4,5,6-pentafluorophenyl)benzophenone OC1=CC=C(OC2=C(C(=O)C3=CC=C(C=C3)C3=C(C(=C(C(=C3F)F)F)F)F)C(=CC=C2)OC2=CC=C(C=C2)O)C=C1